CC(C)C1=CC=C(C=C1)I p-iodocumene